4-(9H-carbazol-9-yl)-4'-(2,6-diphenylpyridin-3-yl)-4''-(3-methyl-9H-carbazol-9-yl)-5',6'-bis(4-(3-methyl-9H-carbazol-9-yl)phenyl)-[1,1':2',1''-terphenyl]-3'-carbonitrile C1=CC=CC=2C3=CC=CC=C3N(C12)C1=CC=C(C=C1)C1=C(C(=C(C(=C1C1=CC=C(C=C1)N1C2=CC=CC=C2C=2C=C(C=CC12)C)C1=CC=C(C=C1)N1C2=CC=CC=C2C=2C=C(C=CC12)C)C=1C(=NC(=CC1)C1=CC=CC=C1)C1=CC=CC=C1)C#N)C1=CC=C(C=C1)N1C2=CC=CC=C2C=2C=C(C=CC12)C